3-bromo-5-nitro-4-(3,4,5-trimethoxybenzylamino)pyridine BrC=1C=NC=C(C1NCC1=CC(=C(C(=C1)OC)OC)OC)[N+](=O)[O-]